2-(3-(4-(4-amino-5-chloro-2-methoxybenzoylamino)piperidin-1-yl)propoxy)-4-methylthiazole-5-carboxamide NC1=CC(=C(C(=O)NC2CCN(CC2)CCCOC=2SC(=C(N2)C)C(=O)N)C=C1Cl)OC